Z-curcumin COC1=CC(=CC=C1O)\C=C/C(=O)CC(=O)\C=C\C1=CC=C(O)C(OC)=C1